tert-butyl (3S,4S)-3-fluoro-4-(4-nitropyrazol-1-yl)piperidine-1-carboxylate F[C@H]1CN(CC[C@@H]1N1N=CC(=C1)[N+](=O)[O-])C(=O)OC(C)(C)C